S1CCC(CC1)=O dihydro-2H-thiopyran-4(3H)-one